ClC1=C2CCN(C(C2=C(C(=C1)[C@H](C1COC1)OC)Cl)=O)CC=1C(NC(=CC1OC)C)=O 5,8-dichloro-2-[(4-methoxy-6-methyl-2-oxo-1,2-dihydro-pyridin-3-yl)methyl]-7-[(S)-methoxy(oxetan-3-yl)methyl]-3,4-dihydroisoquinolin-1(2H)-one